(4-Methoxyphenyl)-2-[4-([1,2,4]triazolo[1,5-a]pyridin-7-yl)phenyl]acetamide COC1=CC=C(C=C1)C(C(=O)N)C1=CC=C(C=C1)C1=CC=2N(C=C1)N=CN2